(1S,2S)-N-(6-(7-((2H-1,2,3-triazol-2-yl)methyl)-5-chloro-6-fluoro-1H-indazol-4-yl)imidazo[1,2-a]pyridin-2-yl)-2-fluorocyclopropane-1-carboxamide N=1N(N=CC1)CC=1C(=C(C(=C2C=NNC12)C=1C=CC=2N(C1)C=C(N2)NC(=O)[C@H]2[C@H](C2)F)Cl)F